8-((3-aminopropyl)(8-oxo-8-(pentadec-8-yloxy)octyl)amino)octanoic acid 3-butylheptyl ester TFA salt OC(=O)C(F)(F)F.C(CCC)C(CCOC(CCCCCCCN(CCCCCCCC(OC(CCCCCCC)CCCCCCC)=O)CCCN)=O)CCCC